CN1C=NC(=C1)C1=C(C=C(C=C1)NC(C=C)=O)NC1=CC(=CC=C1)C(F)(F)F N-[4-(1-methylimidazol-4-yl)-3-[3-(trifluoromethyl)anilino]phenyl]prop-2-enamide